Trimethylolpropane tetraacrylate C(C=C)(=O)O.C(C=C)(=O)O.C(C=C)(=O)O.C(C=C)(=O)O.C(O)C(CC)(CO)CO